((6-(difluoromethoxy)-2-(2,2'-dimethyl-3'-(5,6,7,8-tetrahydroimidazo[1,2-a]pyrazine-2-carboxamido)-[1,1'-biphenyl]-3-yl)benzo[d]oxazol-5-yl)methyl)-L-proline FC(OC1=CC2=C(N=C(O2)C=2C(=C(C=CC2)C2=C(C(=CC=C2)NC(=O)C=2N=C3N(CCNC3)C2)C)C)C=C1CN1[C@@H](CCC1)C(=O)O)F